tert-butyl 4-[5-chloro-1-[4-(trifluoromethoxy)phenyl]pyrazol-4-yl]piperazine-1-carboxylate ClC1=C(C=NN1C1=CC=C(C=C1)OC(F)(F)F)N1CCN(CC1)C(=O)OC(C)(C)C